{3-[4-(benzothiazol-2-yl)-6-oxo-1,6-dihydropyrimidin-2-yl]-4-(trifluoromethyl)benzyl}isobutyramide S1C(=NC2=C1C=CC=C2)C=2N=C(NC(C2)=O)C=2C=C(CC(C(=O)N)(C)C)C=CC2C(F)(F)F